N-(2-aminobenzo[d]thiazol-6-yl)-4-({5-chloro-2-[(1-oxoisoindol-5-yl)amino]pyrimidin-4-yl}amino)piperidine-1-carboxamide NC=1SC2=C(N1)C=CC(=C2)NC(=O)N2CCC(CC2)NC2=NC(=NC=C2Cl)NC=2C=C1C=NC(C1=CC2)=O